phenyl-β-ethoxycarbonyl sulfide C1(=CC=CC=C1)C(C)OC(=O)SC(=O)OC(C)C1=CC=CC=C1